arginine carbonate salt C(O)(O)=O.N[C@@H](CCCNC(N)=N)C(=O)O